azofluorene C1C2=CC=CC=C2C3=C1C(=CC=C3)N=NC4=CC=CC5=C4CC6=CC=CC=C65